C(C=C)(=O)O.C(C=C)(=O)O.C(C=C)(=O)O.COC(CC)(OC)OC trimethoxypropane triacrylate